1-isopropyl-2,2-dimethyltrimethylenediisobutyrate C(C)(C)C(C(CC(C(=O)[O-])(C)C)(C)C)C(C(=O)[O-])(C)C